8-benzyloxy-5,7-dibromoquinoline C(C1=CC=CC=C1)OC=1C(=CC(=C2C=CC=NC12)Br)Br